Fmoc formate C(=O)OC(=O)OCC1C2=CC=CC=C2C2=CC=CC=C12